FC1=CC=2OCCN(C2N=C1)S(=O)(=O)C=1NC2=C(C=C(C(=C2C1)C1=NC=C(C=N1)F)C(F)(F)F)F 7-fluoro-4-((7-fluoro-4-(5-fluoropyrimidin-2-yl)-5-(trifluoromethyl)-1H-indol-2-yl)sulfonyl)-3,4-dihydro-2H-pyrido[3,2-b][1,4]oxazine